NN1C=NC(=C2N3C(N=C12)N(C(N3C)=O)CCN3N=CC(=C3)C(=O)N3CC(C3)O)C=3OC=CC3 5-Amino-8-(2-furyl)-3-[2-[4-(3-hydroxyazetidine-1-carbonyl)pyrazol-1-yl]ethyl]-1-methyl-[1,2,4]triazolo[5,1-f]purin-2-one